4-(Prop-2-yn-1-yl)-4H-1,2,4-triazole-3-carbonitrile C(C#C)N1C(=NN=C1)C#N